C(C)(C)(C)OC(=O)N[C@H](C(=O)O)CCO[Si](C)(C)C(C)(C)C (2S)-2-{[(tert-Butoxy)carbonyl]amino}-4-[(tert-butyldimethylsilyl)oxy]butanoic acid